2-((3R,4S)-3-amino-4-fluoropiperidin-1-yl)-1-((5-chloropyrimidin-2-yl)methyl)-6-fluoro-1H-benzo[d]imidazole-4-carbonitrile N[C@@H]1CN(CC[C@@H]1F)C1=NC2=C(N1CC1=NC=C(C=N1)Cl)C=C(C=C2C#N)F